C([O-])([O-])=O.[Mg+2] MAGNESIUM CARBONAT